(S)-3-(5-(3-fluorophenyl)thiophen-2-yl)-3-(3-(4-hydroxy-1-methyl-2-oxo-1,2-dihydropyridin-3-yl)ureido)propionic acid FC=1C=C(C=CC1)C1=CC=C(S1)[C@H](CC(=O)O)NC(=O)NC=1C(N(C=CC1O)C)=O